tert-butyl (E)-(2-(((3-bromophenyl)sulfonyl)methyl)-3-fluoroallyl)carbamate BrC=1C=C(C=CC1)S(=O)(=O)C\C(\CNC(OC(C)(C)C)=O)=C\F